COC(=O)C1CC2(C1)CC(C2)NC(=O)C=2C=CC(=C1C=NN(C21)[C@H](C)C2=NC=C(C=N2)C2CC2)C#CC (R)-6-(1-(1-(5-cyclopropylpyrimidin-2-yl)ethyl)-4-(propan-1-yn-1-yl)-1H-indazole-7-carboxamido)spiro[3.3]Heptane-2-carboxylic acid methyl ester